2-Fluoro-5-((6-fluoro-4-(4-hydroxybutyl)-1H-indol-5-yl)oxy)benzonitrile FC1=C(C#N)C=C(C=C1)OC=1C(=C2C=CNC2=CC1F)CCCCO